phosphoric acid, isocyanate P(=O)(N=C=O)(N=C=O)N=C=O